O=C1NC(CCC1N1C(C2=CC=CC(=C2C1=O)SCCCCCCC(=O)N1CCN(CC1)C1CCN(CC1)C1=NC=C(C(=O)N2CCC(CC2)CCCCNC(\C=C\C=2C=NC=CC2)=O)C=C1)=O)=O (E)-N-(4-(1-(6-(4-(4-(7-((2-(2,6-dioxopiperidin-3-yl)-1,3-dioxoisoindolin-4-yl)thio)heptanoyl)piperazin-1-yl)piperidin-1-yl)nicotinoyl)piperidin-4-yl)butyl)-3-(pyridin-3-yl)acrylamide